NC1=C2C(=NC=N1)N(N=C2N2C(=CC1=CC=CC=C21)C(=O)NCCC2=CC=CC=C2)C(C)(C)C (4-amino-1-(tert-butyl)-1H-pyrazolo[3,4-d]pyrimidin-3-yl)-N-phenethyl-1H-indole-2-carboxamide